C(CCC)C1C=CC2=CC=CC=C12 butylinden